1,3,5-tris(N-3-methylphenyl-N-phenylamino)benzene CC=1C=C(C=CC1)N(C1=CC=CC=C1)C1=CC(=CC(=C1)N(C1=CC(=CC=C1)C)C1=CC=CC=C1)N(C1=CC(=CC=C1)C)C1=CC=CC=C1